ClC1=C(C(=C2C=NNC2=C1)C1=C(C=2N=C(N=C(C2C=N1)O)OC[C@]12CCCN2C[C@@H](C1)F)F)CCC(COC[C@H]1CNCCO1)(F)F 7-(6-Chloro-5-(3,3-difluoro-4-(((R)-morpholin-2-yl)methoxy)butyl)-1H-indazol-4-yl)-8-fluoro-2-(((2R,7aS)-2-fluorotetrahydro-1H-pyrrolizin-7a(5H)-yl)methoxy)pyrido[4,3-d]pyrimidin-4-ol